5-bromo-2-fluoro-4-(trifluoromethyl)phenol BrC=1C(=CC(=C(C1)O)F)C(F)(F)F